ethyl 1-(4-(aminomethyl) phenyl)-4-nitro-1H-pyrazole-5-carboxylate NCC1=CC=C(C=C1)N1N=CC(=C1C(=O)OCC)[N+](=O)[O-]